COC1=C(C=C(C=C1)C(F)(F)F)N1C(N([C@H](C1)C#N)C1=CN=CC2=CC=C(C=C12)S(=O)(=O)C)=O (R)-1-(2-methoxy-5-(trifluoromethyl)phenyl)-3-(6-(methylsulfonyl)isoquinolin-4-yl)-2-oxoimidazolidine-4-carbonitrile